6-(1-(2-(pyrrolidin-1-yl)ethoxy)butyl)pyridin N1(CCCC1)CCOC(CCC)C1=CC=CC=N1